N-((3S,4S,5R)-5-azido-4-hydroxytetrahydro-2H-pyran-3-yl)-N-methyl-4-nitrobenzenesulfonamide N(=[N+]=[N-])[C@H]1[C@@H]([C@H](COC1)N(S(=O)(=O)C1=CC=C(C=C1)[N+](=O)[O-])C)O